isopropyl cis-3-(((chloromethyl)sulfonyl)amino)-2-((6-phenylpyridin-2-yl)methyl)piperidine-1-carboxylate ClCS(=O)(=O)N[C@@H]1[C@@H](N(CCC1)C(=O)OC(C)C)CC1=NC(=CC=C1)C1=CC=CC=C1